2-oxa-4,7,10,13,16-pentaazaoctadecane-18-oic acid COCNCCNCCNCCNCCNCC(=O)O